ClC1=CC(=C(C=C1)N1CCC2(C=3C=CC(=NC3C(NC2)=O)C=2C(=NC=CC2)OCC)CC1)C(F)(F)F 1-(4-chloro-2-(trifluoromethyl)phenyl)-2'-(2-ethoxypyridin-3-yl)-6',7'-dihydro-8'H-spiro[piperidine-4,5'-[1,7]naphthyridin]-8'-one